NC1=NOC2=C1C(=CC(=C2)CN2N=CC1=C2CCN(CC1)C(=O)OC(C)(C)C)OC tert-butyl 1-((3-amino-4-methoxybenzo[d]isoxazol-6-yl) methyl)-4,5,7,8-tetrahydropyrazolo[3,4-d]azepine-6(1H)-carboxylate